(S)-2-((S)-2-((S)-3-(4-Hydroxyphenyl)-2-((S)-pyrrolidine-2-carboxamido)propanamido)-3-(pyridin-4-yl)propanamido)-5,5-dimethylhexanoic acid OC1=CC=C(C=C1)C[C@@H](C(=O)N[C@H](C(=O)N[C@H](C(=O)O)CCC(C)(C)C)CC1=CC=NC=C1)NC(=O)[C@H]1NCCC1